C1=NC=C(C2=CC=CC=C12)N1C(N(CC1C#N)C1CC(CC1)=O)=O 3-(isoquinolin-4-yl)-2-oxo-1-(3-oxocyclopentyl)imidazolidine-4-carbonitrile